OC1CC=C(CC1)C=1CCC=2C=CC=CC2C1C1=CC=C(C=C1)N1CCN(CC1)C(C)C 7-(4-hydroxycyclohex-1-en-1-yl)-8-(4-(4-isopropylpiperazin-1-yl)phenyl)-5,6-dihydronaphthalene